lanthanum-zinc [Zn].[La]